C1([C@@H](O)[C@H](O)[C@H](O)[C@@H](O1)C)[C@@]1([C@H](O[C@H]2[C@@H]([C@H](C(O)O[C@@H]2CO)O)O)O[C@@H]([C@@H]([C@@H]1O)O)CO)O (l)-2'-fucosyllactose